C=[Zr](C1=CC=CC=2C3=CC=CC=C3CC12)C1C=CC=C1 methylene(cyclopentadienyl)(fluorenyl)zirconium